OC=1C=CC(=NC1)C1CCN(CC1)C1=CC(=C(C#N)C=C1)C(F)(F)F 4-(4-(5-hydroxypyridin-2-yl)piperidin-1-yl)-2-(trifluoromethyl)benzonitrile